2-isopropyl-6-methoxy-8-(6-methyl-7-oxo-6,7-dihydro-1H-pyrazolo[3,4-c]pyridin-4-yl)-2H-1,4-benzoxazin-3(4H)-one C(C)(C)C1OC2=C(NC1=O)C=C(C=C2C=2C1=C(C(N(C2)C)=O)NN=C1)OC